(1-tert-Butylpyrazol-4-yl)-[(3S)-3-[[7-(5-methyl-1,2,4-oxadiazol-3-yl)-1-isoquinolyl]amino]pyrrolidin-1-yl]methanone C(C)(C)(C)N1N=CC(=C1)C(=O)N1C[C@H](CC1)NC1=NC=CC2=CC=C(C=C12)C1=NOC(=N1)C